(4-chlorophenyl)-1-pyrrolidone ClC1=CC=C(C=C1)C1C([N-]C=C1)=O